COC(=O)C1=CC2=C(N=C(N2CC2(CC2)CF)CN2CCC(CC2)C=2C=CC=C3C(=CC(OC23)C2=C(C=C(C=C2)Cl)F)F)C=C1 2-[[4-[2-(4-chloro-2-fluoro-phenyl)-4-fluoro-2H-chromen-8-yl]-1-piperidinyl]methyl]-3-[[1-(Fluoromethyl)cyclopropyl]methyl]benzimidazole-5-carboxylic acid methyl ester